(R)-4-(3-bromo-8-(1-(methylsulfonyl)cyclopropyl)imidazo[1,2-b]pyridazin-6-yl)-3-methylmorpholine BrC1=CN=C2N1N=C(C=C2C2(CC2)S(=O)(=O)C)N2[C@@H](COCC2)C